N1(CCN(CCN(CCN(CC1)P(O)(O)=O)P(O)(O)=O)P(O)(O)=O)P(O)(O)=O (1,4,7,10-Tetraazacyclododecane-1,4,7,10-tetra-yl)tetraphosphonic acid